1H-pyrrolo[3,2-b]pyridine-2-carboxylic acid hydrazide N1C(=CC2=NC=CC=C21)C(=O)NN